C(C1CO1)OCCC[Si](OC)(OC)OC γ-glycidoxy-propyltrimethoxysilane